C12(CCC(CC1)C2)N norbornyl-amine